S1C2=C(C=C1)C(=CC=C2)C(=O)OC methyl benzo[b]thiophene-4-carboxylate